C(CCC)NC=1C(C2=CC=CC=C2C(C1)=O)=O 2-butylamino-1,4-naphthoquinone